3-((4-methoxy-4''-(pentyloxy)-[1,1':4',1''-terphenyl]-2-yl)oxy)propan-1-amine COC1=CC(=C(C=C1)C1=CC=C(C=C1)C1=CC=C(C=C1)OCCCCC)OCCCN